3-(Benzyloxy)-4-bromo-6-chloro-2-methylpyridine C(C1=CC=CC=C1)OC=1C(=NC(=CC1Br)Cl)C